N'-(cis-1-acetyl-2-(((cis-4-phenylcyclohexyl)oxy)methyl)-piperidin-3-yl)-N,N-dimethylsulfuric diamide C(C)(=O)N1[C@H]([C@H](CCC1)NS(N(C)C)(=O)=O)CO[C@@H]1CC[C@@H](CC1)C1=CC=CC=C1